ClC=1C=C(C=C(C1OCCCl)Cl)C(C)(C)C1=CC=C(NC=2OC(=CN2)CN(C(OC(C)(C)C)=O)S(=O)(=O)C)C=C1 tert-butyl N-[[2-[4-[1-[3,5-dichloro-4-(2-chloroethoxy) phenyl]-1-methyl-ethyl] anilino] oxazol-5-yl] methyl]-N-methylsulfonyl-carbamate